dimethoxyphosphorus monochloride COP(OC)Cl